1-(oxan-4-yl)-1H-pyrazol O1CCC(CC1)N1N=CC=C1